[Cr](=O)([O-])[O-].[K+].[K+] potassium chromite